C1(=CC=CC=C1)[C@@H](CCC1=CC=CC=C1)O (R)-1,3-diphenyl-1-propanol